C(C=C)N1C(N(C=2N=C(NC(C12)=O)N)[C@@H]1O[C@@H]([C@@H]([C@H]1O)O)CO)=O 7-allyl-2-amino-9-((2R,3R,4R,5R)-3,4-dihydroxy-5-(hydroxymethyl)-tetrahydrofuran-2-yl)-7,9-dihydro-1H-purine-6,8-dione